4-(2-(6-(2-fluorophenyl)-1,1-dioxido-1,2,6-thiadiazinan-2-yl)methylpropaneamido)adamantan-1-carboxamide FC1=C(C=CC=C1)N1CCCN(S1(=O)=O)CC(C(=O)NC1C2CC3(CC(CC1C3)C2)C(=O)N)C